1,2-hexane-diol C(C(CCCC)O)O